((3-(hydroxymethyl)-1,7-naphthyridin-8-yl)amino)-2,2'-dimethyl-[1,1'-biphenyl] OCC=1C=NC2=C(N=CC=C2C1)NC=1C(=C(C=CC1)C1=C(C=CC=C1)C)C